C(C)(=O)OC1=C(C(=CC2=C1C=C1C(=CC2=O)C(C(C=C1)=O)(C)C)C(C)C)OC(C)=O 8-isopropyl-1,1-dimethyl-2,10-dioxo-2,10-dihydro-1H-dibenzo[a,d][7]annulene-6,7-diyl diacetate